FC1=C(C=CC=C1)C#CC1=CC=C(C(=O)NCC2(CCOCC2)CC(=O)O)C=C1 2-(4-((4-((2-fluorophenyl)ethynyl)benzamido)methyl)tetrahydro-2H-Pyran-4-yl)acetic acid